ClC1=CC(=C(C=C1)C1=NOC(=N1)C1C2CNC(C1)C2)F 5-(3-(4-chloro-2-fluorophenyl)-1,2,4-oxadiazol-5-yl)-2-azabicyclo[2.2.1]heptan